ClC=1C=C(C=C(C1OCCCCC=O)C#N)C(C)(C)C1=CC=C(C=C1)C=1C=C2C=NC(=NC2=CC1)NS(=O)(=O)C N-[6-[4-[1-[3-chloro-5-cyano-4-(5-oxopentoxy)phenyl]-1-methyl-ethyl]phenyl]quinazolin-2-yl]methanesulfonamide